N-(3-aminopropyl)-1,3-propylenediamine NCCCNCCCN